5-cyano-N-(2-(2,6-dioxopiperidin-3-yl)-1-oxoisoindolin-5-yl)indoline-1-carboxamide C(#N)C=1C=C2CCN(C2=CC1)C(=O)NC=1C=C2CN(C(C2=CC1)=O)C1C(NC(CC1)=O)=O